6-(1-phenyl-1H-pyrazol-4-yl)pyrazolo[1,5-a]pyridine-3-carbonitrile C1(=CC=CC=C1)N1N=CC(=C1)C=1C=CC=2N(C1)N=CC2C#N